IC1=CC=C(C=C1)N1N(C(=CC1=O)C)C 2-(4-Iodophenyl)-1,5-dimethyl-1,2-dihydro-3H-pyrazol-3-one